CCCCCCCCCCCCCCCCCCCCCC(=O)O[C@H](CO/C=C\CCCCCCCCCCCCCCCC)COP(=O)([O-])OCC[N+](C)(C)C 1-(1Z-octadecenyl)-2-docosanoyl-glycero-3-phosphocholine